CN(C=1C=CC(=C(C1)N1/C(/SCC1=O)=N/C(=O)NC1=C(C=C(C=C1)N1N=C(N=C1)C1=CC=C(C=C1)OC(F)(F)F)C)C(C)C)C (Z)-1-(3-(5-(dimethylamino)-2-isopropylphenyl)-4-oxothiazolidin-2-ylidene)-3-(2-methyl-4-(3-(4-(trifluoromethoxy)phenyl)-1H-1,2,4-triazol-1-yl)phenyl)urea